4-(2-(4-(2-acetyl-5-chlorophenyl)-3-methoxy-6-oxopyridazin-1(6H)-yl)-3-(4-bromophenyl)propionylamino)benzoic acid C(C)(=O)C1=C(C=C(C=C1)Cl)C=1C(=NN(C(C1)=O)C(C(=O)NC1=CC=C(C(=O)O)C=C1)CC1=CC=C(C=C1)Br)OC